(4-carboxymethyl-2,6-dimethylbenzoyl)diphenylphosphine oxide C(=O)(O)CC1=CC(=C(C(=O)P(C2=CC=CC=C2)(C2=CC=CC=C2)=O)C(=C1)C)C